3-chloranylbenzenecarboperoxoic acid ClC=1C=C(C=CC1)C(=O)OO